tert-butyl (S)-4-(7-(8-chloronaphthalen-1-yl)-2-((tetrahydro-1H-pyrrolizin-7a(5H)-yl)methoxy)-1,5-naphthyridin-4-yl)-2-(cyanomethyl)piperazine-1-carboxylate ClC=1C=CC=C2C=CC=C(C12)C1=CN=C2C(=CC(=NC2=C1)OCC12CCCN2CCC1)N1C[C@@H](N(CC1)C(=O)OC(C)(C)C)CC#N